C(CN1CCNCCCNCCNCCC1)N1CCNCCCNCCNCCC1 11,11'-(1,2-ethanediyl)bis-1,4,8,11-tetraazacyclotetradecane